NC1=C2C(=NC=N1)N(N=C2C#C)[C@H]2C[C@@H](N(C2)C(C=C)=O)COC(F)(F)F 1-((2R,4S)-4-(4-amino-3-ethynyl-1H-pyrazolo[3,4-d]pyrimidin-1-yl)-2-((trifluoromethoxy)methyl)pyrrolidin-1-yl)prop-2-en-1-one